4-(2-Methyl-4-((6-((7-(trifluoromethyl)quinolin-4-yl)thio)hexyl)oxy)phenyl)piperazine-1-carboxylic acid tert-butyl ester C(C)(C)(C)OC(=O)N1CCN(CC1)C1=C(C=C(C=C1)OCCCCCCSC1=CC=NC2=CC(=CC=C12)C(F)(F)F)C